CC=1C=CC2=C3C(C(C(=C2C1)OC(=O)C=1C=C(C=CC1)C)=O)=C1C=CC=CC1=C(C3=O)OC(=O)C=3C=C(C=CC3)C 2-methyl-5,11-dioxo-6,12-bis(m-toluoyloxy)naphthonaphthalene